COC=1C=C(C=CC1)C1=NN2C(=NC=3C=CC=CC3C2=N1)N[C@H]1C(NCCCC1)=O (3R)-3-{[2-(3-methoxyphenyl)[1,2,4]triazolo[1,5-c]quinazolin-5-yl]amino}azepan-2-one